3-(tetrahydrofuran-3-yl)-5-(5-(trifluoromethyl)-4-((2-(trimethylsilyl)ethoxy)methyl)-4H-1,2,4-triazol-3-yl)picolinaldehyde O1CC(CC1)C=1C(=NC=C(C1)C1=NN=C(N1COCC[Si](C)(C)C)C(F)(F)F)C=O